ClC1=C(C(=O)N2COC3=C(C2)C=CC=C3C3=CC(=C(C(=O)O)C=C3F)N3C2COCC3CC2)C(=CC(=C1)N1C2CC2N(CC1)C)Cl 4-[3-[2,6-Dichloro-4-(5-methyl-2,5-diazabicyclo[4.1.0]heptan-2-yl)benzoyl]-2,4-dihydro-1,3-benzoxazin-8-yl]-5-fluoro-2-(3-oxa-8-azabicyclo[3.2.1]octan-8-yl)benzoic acid